[Si](C)(C)(C(C)(C)C)O[C@H]1[C@@H](O[C@@H]([C@H]1O[Si](C)(C)C(C)(C)C)CSCC1=C(N=CN1C1=CC=CC=C1)C)N1C=CC2=C1N=CN=C2N 7-((2R,3R,4R,5S)-3,4-bis((tert-Butyldimethylsilyl)oxy)-5-((((4-methyl-1-phenyl-1H-imidazol-5-yl)methyl)thio)methyl)tetrahydrofuran-2-yl)-7H-pyrrolo[2,3-d]pyrimidin-4-amine